CC=1N=C2N(C=C(N=C2C)NC(=O)C2=NC=C(N=C2)N2CC(CC2)CN2CCCC2)C1 N-(2,8-dimethylimidazo[1,2-a]pyrazin-6-yl)-5-(3-(pyrrolidin-1-ylmethyl)pyrrolidin-1-yl)pyrazine-2-carboxamide